S1C2=C(C=C1)C(C1=C2SC=C1)=O 4H-cyclopenta[1,2-b:5,4-b']dithiophene-4-one